trimethyl[1-[(2-methyl-2-cyclohexen-1-ylidene)methyl]cyclopropyl]silane C[Si](C1(CC1)C=C1C(=CCCC1)C)(C)C